FC1=CC=C(C2=C1C=C(O2)CNC(=O)C=2C=NN1C2N=CC=C1)C(=O)OC Methyl 4-fluoro-2-((pyrazolo[1,5-a]pyrimidine-3-carboxamido)methyl)-benzofuran-7-carboxylate